(benzyl)[(p-fluorophenyl)methyl]amine C(C1=CC=CC=C1)NCC1=CC=C(C=C1)F